F[C@@H](COC1=NC=CC(=C1)CNC(=O)NC1CC(C1)C(F)(F)F)C 1-[[2-[(2R)-2-fluoropropoxy]pyridin-4-yl]methyl]-3-[(1R,3R)-3-(trifluoromethyl)cyclobutyl]urea